C(C=C)OC(CC(C)C)=O Allylisovalerate